FC1=C(C=CC=C1F)C1CC2NC(C=3C=NC4=C(C[C@]5(C(NC=6N=CC(/C=C/COCCOCCN(C1C)C2=O)=CC56)=O)C4)C3)=O (1S,22E)-12-(2,3-difluorophenyl)-13-methyl-17,20-dioxa-5,9,14,26,28-pentazahexacyclo[22.5.2.11,4.13,7.110,14.027,30]tetratriaconta-3,5,7(33),22,24(31),25,27(30)-heptaene-8,29,32-trione